6-(4-((2R,6S)-1-acetyl-4-(2-fluoroacryloyl)-6-methylpiperazin-2-yl)-6-chloropyridin-2-yl)-N,2-dimethylpyrimidine-4-carboxamide C(C)(=O)N1[C@@H](CN(C[C@@H]1C)C(C(=C)F)=O)C1=CC(=NC(=C1)Cl)C1=CC(=NC(=N1)C)C(=O)NC